C(C1CO1)OCCC[Si](OC)(OC)OC [3-(2,3-Epoxypropoxy)propyl]trimethoxysilan